FC1=C(C=CC=C1)C1(N=C(C(=N1)C1=CC(=CC=C1)OC)C1=CC(=CC=C1)OC)C1(N=C(C(=N1)C1=CC(=CC=C1)OC)C1=CC(=CC=C1)OC)C1=C(C=CC=C1)F bis-(2-fluorophenyl)-4,4',5,5'-tetrakis-(3-methoxyphenyl)-biimidazole